C1(=CC=CC=C1)N(C1=CC=C(C=C1)N)C1=CC=CC=C1 N,N-Diphenyl-p-phenylen-Diamin